N1N=NC2=C1C=CC(=C2)N 1H-1,2,3-Benzotriazole-5-amine